C(C)(C)(C)OC(=O)N1CC(C=CC1)=O 3-oxo-3,6-dihydropyridine-1(2H)-carboxylic acid tert-butyl ester